NC=1C=2N(C3=CC(=C(C=C3N1)F)C(=O)OC)C(=NC2)C methyl 4-amino-7-fluoro-1-methylimidazo[1,5-a]quinoxaline-8-carboxylate